1-benzylcyclobutan-1-amine-hydrochloride salt Cl.C(C1=CC=CC=C1)C1(CCC1)N